5-cyano-N-(3-(2-methoxy-6-methylpyridin-4-yl)-1H-indazol-5-yl)-3,4-dimethylpicolinamide C(#N)C=1C(=C(C(=NC1)C(=O)NC=1C=C2C(=NNC2=CC1)C1=CC(=NC(=C1)C)OC)C)C